N-methyl-N-(2-methyl-ethyl)ammonium C[NH2+]CCC